(-)-7-[4-{4-[3-Chloro-4-(trifluoromethoxy)phenoxy]phenyl}-5-(2,2-difluoropropyl)-6-oxo-1,4,5,6-tetrahydropyrrolo[3,4-c]pyrazol-3-yl]-1,3-benzoxazol-2(3H)-one ClC=1C=C(OC2=CC=C(C=C2)C2N(C(C=3NN=C(C32)C3=CC=CC=2NC(OC23)=O)=O)CC(C)(F)F)C=CC1OC(F)(F)F